phosphoramide compound with vanillin O=CC1=CC(OC)=C(O)C=C1.P(=O)(N)(N)N